Ethyl 2-(4-(3-carbamoyltetrahydrofuran-3-yl)phenyl)propanoate C(N)(=O)C1(COCC1)C1=CC=C(C=C1)C(C(=O)OCC)C